2,12-Bis[(dimethylamino)methyl]cyclododecanone CN(C)CC1C(C(CCCCCCCCC1)CN(C)C)=O